C1(CCCCC1)NC(=O)NC1=CC=C(C=C1)C(F)(F)F 1-cyclohexyl-3-(4-(trifluoromethyl)phenyl)urea